C(C)C1=C(CC2=NN(C(=C2C(=O)N)F)C)C=C(C=C1)F (2-ethyl-5-fluorobenzyl)-5-fluoro-1-methyl-1H-pyrazole-4-carboxamide